N1=C(C=CC=C1)N1N=C(C=2CCC3=C(C12)C=C(C=C3)C=3C=NC=CC3)C(=O)OCC ethyl 1-(pyridin-2-yl)-8-(pyridin-3-yl)-4,5-dihydro-1H-benzo[g]indazole-3-carboxylate